C(C)(=O)OC[C@@H](C(=O)N[C@@H](COC(C)=O)C(=O)OC)N1C(C2=CC=CC(=C2C1)C1CCCCC1)=O Methyl N-((S)-3-acetoxy-2-(4-cyclohexyl-1-oxoisoindolin-2-yl)propanoyl)-O-acetyl-L-serinate